C(C1=CC=CC=C1)OCC1=NC2=C(N1COCC[Si](C)(C)C)C=CC=C2C(C(=O)OC)(F)F methyl 2-[2-(benzyloxymethyl)-1-(2-trimethylsilylethoxymethyl)benzimidazol-4-yl]-2,2-difluoro-acetate